dodecafluorononylene glycol FC(C(C(C(C(C(F)(F)O)(F)F)(F)F)(F)F)(F)F)(CCCO)F